ClC=1C(=C(C(=O)ON=CC(C)=O)C(=CC1)Cl)OC 2-oxopropanal O-(3,6-dichloro-2-methoxybenzoyl) oxime